(2R,3R,4R,5S)-2-(hydroxymethyl)-1-{[6-({[3-methyl-5-(morpholin-4-yl)phenyl]amino}methyl)pyridin-2-yl]methyl}piperidine-3,4,5-triol OC[C@H]1N(C[C@@H]([C@H]([C@@H]1O)O)O)CC1=NC(=CC=C1)CNC1=CC(=CC(=C1)N1CCOCC1)C